tert-butyl N-(8-bromo-7-fluoro-2,5-dioxo-3,4-dihydro-1H-1-benzazepin-3-yl)carbamate BrC1=CC2=C(C(CC(C(N2)=O)NC(OC(C)(C)C)=O)=O)C=C1F